3-[2-(trifluoromethyl)-4'-methylbenzhydryloxy]-N-(cyclohexyl)azetidine-1-carboxamide FC(C1=C(C(C2=CC=C(C=C2)C)OC2CN(C2)C(=O)NC2CCCCC2)C=CC=C1)(F)F